OC1C[C@@H](N([C@@H](C1)C)C(=O)OC(C)(C)C)C |r| tert-Butyl rac-(2S,6R)-4-hydroxy-2,6-dimethyl-piperidine-1-carboxylate